N1N=CC(=C1)C1=CC=C(C=C1)NC1=NC(=NC=C1)C=1C=C2CCN(CC2=CC1)C(=O)OC1CC(C1)(F)F 3,3-difluorocyclobutyl 6-(4-((4-(1H-pyrazol-4-yl)phenyl)amino)pyrimidin-2-yl)-3,4-dihydroisoquinoline-2(1H)-carboxylate